N-((tetrahydro-2H-pyran-4-yl)methyl)-5,6-dihydro-4H-thieno[2,3-c]pyrrole-2-carboxamide O1CCC(CC1)CNC(=O)C1=CC2=C(CNC2)S1